C(CCC)C1=NC(=C(C(N1C1=C(C=CC=C1OC)OC)=O)CC1=CC=C(C=C1)N1C(C=CC(=C1)F)=O)O 2-butyl-3-(2,6-dimethoxyphenyl)-5-{[4-(5-fluoro-2-oxo-1,2-dihydropyridin-1-yl)phenyl]methyl}-6-hydroxy-3,4-dihydropyrimidin-4-one